ClC=1N=C(C2=C(N1)N(C=C2)[C@@H]2C[C@@H]([C@@H]1[C@H]2OC(O1)(C)C)C=1C=CC(=NC1)OC)Cl 5-[(3aR,4R,6R,6aS)-6-{2,4-Dichloropyrrolo[2,3-d]pyrimidin-7-yl}-2,2-dimethyl-tetrahydro-3aH-cyclopenta[d][1,3]dioxol-4-yl]-2-methoxypyridine